(5-(methylamino)-6-oxoheptyl)benzamide CNC(CCCCC1=C(C(=O)N)C=CC=C1)C(C)=O